5-cyclooctadienyl-nickel (II) C1=CC=CC(CCC1)[Ni+]